(S)-4-(2-((3-methoxypyrrolidin-1-yl)methyl)-4-(4,4,5,5-tetramethyl-1,3,2-dioxaborolan-2-yl)phenyl)morpholine CO[C@@H]1CN(CC1)CC1=C(C=CC(=C1)B1OC(C(O1)(C)C)(C)C)N1CCOCC1